ClC1=CC=C(C=C1)CCNC(C1=CC=C(C=C1)C1=NNC(=C1)C1=CC=C(C=C1)O)=O N-(4-chlorophenylethyl)-4-(5-(4-hydroxyphenyl)-1H-pyrazol-3-yl)benzamide